2,4,7,9-tetraethyl-5-decyn-4,7-diol C(C)C(C)CC(C#CC(CC(C)CC)(O)CC)(O)CC